4-(3-((13S,15S,Z)-4-fluoro-16-(hydroxymethylene)-13-methyl-17-oxo-7,8,9,11,12,13,14,15,16,17-decahydro-6H-cyclopenta[a]phenanthren-15-yl)propanoyl)piperazin-2-one FC1=CC=CC=2C3CC[C@@]4(C(\C(\[C@H](C4C3CCC12)CCC(=O)N1CC(NCC1)=O)=C/O)=O)C